FC(C1=NC=CC(=C1)N1C[C@@H](CC1)C(=O)N1CC2=C3CCCC3=NC(=C2C1)C)F [1-(2-Difluoromethyl-pyridin-4-yl)-pyrrolidin-3(R)-yl]-(4-methyl-3,6,7,8-tetrahydro-1H-2,5-diaza-as-indacen-2-yl)-methanone